N-benzyl-acryloylacrylamide C(C1=CC=CC=C1)NC(C(=C)C(C=C)=O)=O